C1=NNC(C=2NC=3C=CC=CC3C21)=O 3,5-dihydro-4H-pyridazino[4,5-b]indol-4-one